tert-Butyl 4-(6-bromo-4-oxo-3,4-dihydropyrido[3,2-d]pyrimidin-2-yl)piperidine-1-carboxylate BrC=1C=CC=2N=C(NC(C2N1)=O)C1CCN(CC1)C(=O)OC(C)(C)C